5-(3-fluoro-4-methylphenyl)-N-(6-(4-isopropyl-4H-1,2,4-triazol-3-yl)pyridin-2-yl)-1H-pyrrole-2-carboxamide FC=1C=C(C=CC1C)C1=CC=C(N1)C(=O)NC1=NC(=CC=C1)C1=NN=CN1C(C)C